3,4-dichlorobenzoate ClC=1C=C(C(=O)[O-])C=CC1Cl